FC(C(CC(CC)NC(C1=CC=CC=C1)=O)C1=CC2=CC=CC=C2C=C1)F N-(6,6-difluoro-5-(naphthalen-2-yl)hexan-3-yl)benzamide